N-[1-(4-nitrophenyl)ethyl]acetamide [N+](=O)([O-])C1=CC=C(C=C1)C(C)NC(C)=O